3-cyano-N-(6-(2-hydroxypropan-2-yl)-2-(4-(piperazin-1-yl)bicyclo[2.2.2]octan-1-yl)-2H-indazol-5-yl)pyrrolo[1,2-b]pyridazine-7-carboxamide C(#N)C1=CC=2N(N=C1)C(=CC2)C(=O)NC2=CC1=CN(N=C1C=C2C(C)(C)O)C21CCC(CC2)(CC1)N1CCNCC1